tert-butyl (2R)-2-{[(tert-butoxycarbonyl)(3,3-difluoropropyl)amino]methyl}-4-fluoro-6-hydroxy-5-(1,1,4-trioxo-1λ6,2,5-thiadiazolidin-2-yl)-2,3-dihydro-1H-indole-1-carboxylate C(C)(C)(C)OC(=O)N(CCC(F)F)C[C@@H]1N(C2=CC(=C(C(=C2C1)F)N1S(NC(C1)=O)(=O)=O)O)C(=O)OC(C)(C)C